6-(chloromethyl)-1-phenyl-1H-pyrazolo[3,4-d]pyrimidin-4-ol ClCC1=NC(=C2C(=N1)N(N=C2)C2=CC=CC=C2)O